C1(=CC=CC=C1)CC(=O)N1O[C@@H]2[C@H](N([C@H]1C=C2)C(=O)OC)C2=CC=C(C=C2)C(F)(F)F |o1:11,12,14| Methyl (1S*,4R*,6R*)-3-(2-phenylacetyl)-6-(4-(trifluoromethyl)phenyl)-2-oxa-3,5-diazabicyclo[2.2.2]oct-7-ene-5-carboxylate